Dodecamethyl-pentasiloxane C[Si](O[Si](O[Si](O[Si](O[Si](C)(C)C)(C)C)(C)C)(C)C)(C)C